C(C1=CC=CC=C1)OCCCOCC(CN1N=CC(=C1)C1=NN(C2=CC=C(C=C12)O[Si](C)(C)C(C)(C)C)C1OCCCC1)(C)C [3-[1-[3-(3-benzyloxypropoxy)-2,2-dimethyl-propyl]pyrazol-4-yl]-1-tetrahydropyran-2-yl-indazol-5-yl]oxy-tert-butyl-dimethyl-silane